C1(=CC=CC=C1)C=1C=C(C2=CC=CC=C2C1C1=CC=CC=C1)OC1=CC(=C(C2=CC=CC=C12)C1=CC=CC=C1)C1=CC=CC=C1 3,4-diphenylnaphthyl ether